O1N=C(C=C1)CCC1=C(C=C2C=C(NC2=C1)CNC(=O)C1(CC1)C)OC N-((6-(2-(isoxazol-3-yl)ethyl)-5-methoxy-1H-indol-2-yl)methyl)-1-methylcyclopropane-1-carboxamide